OC1=C(C(=CC(=C1S(=O)(=O)N(C)C)CCCCC)O)C1C(CCC(=C1)C)C(=C)C 2,6-dihydroxy-N,N,5'-trimethyl-4-pentyl-2'-(prop-1-en-2-yl)-1',2',3',4'-tetrahydro-[1,1'-biphenyl]-3-sulfonamide